1,4-bis(methyldimethoxysilyl)benzene C[Si](C1=CC=C(C=C1)[Si](OC)(OC)C)(OC)OC